C(C=1C(C(=O)OCCCCCC)=CC=CC1)(=O)OCCCCCC di-hexyl Phthalate